O=C1NC(CC[C@@H]1N1C(C2=CC=C(C=C2C1)C1=NC=CC(=C1F)CN1C[C@@H]2[C@H](C1)CN(C2)C(=O)OC(C)(C)C)=O)=O tert-butyl (3aR,6aS)-5-((2-(2-((S)-2,6-dioxopiperidin-3-yl)-1-oxoisoindolin-5-yl)-3-fluoropyridin-4-yl)methyl)hexahydropyrrolo[3,4-c]pyrrole-2(1H)-carboxylate